CCCOP(=O)(OCCC)[O-] 3-exo-Di-n-propylphosphate